2,3-dihydropyrrolizin-1-one C1(CCN2C=CC=C12)=O